FC1=C(C=CC(=C1)NC1C(N(C(CC1)=O)C)=O)N1CCC(CC1)C=O 1-(2-fluoro-4-((1-methyl-2,6-dioxopiperidin-3-yl)amino)phenyl)piperidine-4-carbaldehyde